ClC1=CC(=NC(=N1)SC)N 6-chloro-2-(methylsulfanyl)-4-pyrimidinamine